[Cl-].[Cl-].C[Zr-6](C1C(=CC2=C(C=3CCCC3C=C12)C1=CC=CC=C1)C)(C1C=C(C=C1)C)(=[SiH2])(=[SiH2])(C)(C)C Tetramethyldisilylene(3-methyl-cyclopentadienyl)(2-methyl-4-phenyl-1,5,6,7-tetrahydro-s-indacenyl)zirconium(IV) dichloride